4,5,6,7-tetrahydroindazol N1N=CC=2CCCCC12